Dimethyl-indenopyrrole gamma-glutamyl-trans-glutaminate N[C@@H](CCC(=O)N[C@@H](CCC(N)=O)C(=O)O)C(=O)O.CC=1C(=NC=2C1C=1C=CC=CC1C2)C